3-bromo-4-fluoro-phenyl 3-deoxy-3-[4-(2-thiazolyl)-1H-1,2,3-triazol-1-yl]-1-thio-alpha-D-galactopyranoside S1C(=NC=C1)C=1N=NN(C1)[C@@H]1[C@H]([C@@H](SC2=CC(=C(C=C2)F)Br)O[C@@H]([C@@H]1O)CO)O